ClC=1N(C(C2=CC(=CC(=C2C1)C(C)NC1=C(C(=O)OC(C)(C)C)C=CC=C1)C)=O)C tert-butyl 2-{[1-(3-chloro-2,7-dimethyl-1-oxoisoquinolin-5-yl)ethyl]amino}benzoate